perfluorodithienyl-vinyl-formic acid FC(=C(C=1SC(=C(C1F)F)F)C=1SC(=C(C1F)F)F)C(=O)O